COC1=CC=C(C=C1)C(COC(CCCC(=O)O)=O)=O 5-(2-(4-methoxyphenyl)-2-oxoethoxy)-5-oxovaleric acid